BrC=1C=C(C(=C(C1OC)NC1=NC(=NC(=N1)C(C)(C)F)N)F)F N4-(5-Bromo-2,3-difluoro-6-methoxy-phenyl)-6-(1-fluoro-1-methyl-ethyl)-1,3,5-triazine-2,4-diamine